OCC=1C=C(C=CC1)NC=1N=C(N=NC1C(=O)N)NC1=C(C=C2CCNCC2=C1)OC ((3-(hydroxymethyl)phenyl)amino)-3-((6-methoxy-1,2,3,4-tetrahydroisoquinolin-7-yl)amino)-1,2,4-triazine-6-carboxamide